NC1=NC2=CC(=CC=C2C=C1Br)O[C@H]1CC[C@]2([C@@H]1O[C@H]([C@@H]2O)N2C=C(C1=C2N=CN=C1N)C)O (2R,3R,3aS,6S,6aR)-6-((2-amino-3-bromoquinolin-7-yl)oxy)-2-(4-amino-5-methyl-7H-pyrrolo[2,3-d]pyrimidin-7-yl)hexahydro-3aH-cyclopenta[b]furan-3,3a-diol